3-fluoro-5-(1H-pyrrol-3-yl)benzyl-carbamic acid tert-butyl ester C(C)(C)(C)OC(NCC1=CC(=CC(=C1)C1=CNC=C1)F)=O